5-isocyanatomethyloctane N(=C=O)CC(CCCC)CCC